FC(OC=1C=C(C=CC1)CS(=O)(=O)Cl)(F)F (3-(trifluoromethoxy)phenyl)methanesulfonyl chloride